4-(1-hydroxy-3-methoxy-1-(2-nitrophenyl)-3-oxopropan-2-yl)azepan-1-carboxylic acid tert-butyl ester C(C)(C)(C)OC(=O)N1CCC(CCC1)C(C(C1=C(C=CC=C1)[N+](=O)[O-])O)C(=O)OC